C(C)OC(CC1=C(N(C(=C1)C)CCCOC)C)=C 2-ethoxy-1-(1-(3-methoxypropyl)-2,5-dimethyl-1H-pyrrol-3-yl)prop-2-en